(1-(5-Carboxy-2-(3,4-dichloro-5-methyl-1H-pyrrole-2-carboxamido)phenyl)piperidin-3-yl)methanaminium chloride [Cl-].C(=O)(O)C=1C=CC(=C(C1)N1CC(CCC1)C[NH3+])NC(=O)C=1NC(=C(C1Cl)Cl)C